C(C(C)(C)C)C1=NC(=NO1)C1=CC=C(C(=O)N2CCN(CC2)C=2OC=3C(=NC(=CC3)C#N)N2)C=C1 2-(4-(4-(5-Neopentyl-1,2,4-oxadiazol-3-yl)benzoyl)piperazin-1-yl)oxazolo[4,5-b]pyridine-5-carbonitrile